ClC1=NC=NC2=CC(=C(C=C12)OC)O 4-chloro-6-methoxyquinazolin-7-ol